C([C@@H]1[C@H]([C@@H]([C@H]([C@@H](O1)O[C@H]([C@@H](CO)O)[C@@H]([C@H](C(=O)[O-])O)O)O)O)O)O The molecule is a carbohydrate acid anion that is the conjugate base of cellobionic acid, obtained by deprotonation of the carboxy group; major species at pH 7.3. It is a conjugate base of a cellobionic acid.